FC1=C(C(=CC(=C1)C=C)OCC1=CC=C(C=C1)OC)N1CC(NS1(=O)=O)=O 5-[2-fluoro-6-[(4-methoxyphenyl)methoxy]-4-vinyl-phenyl]-1,1-dioxo-1,2,5-thiadiazolidin-3-one